FC(C1=NC=CC(=N1)N1C=NC(=C1)C=O)F 1-(2-(difluoromethyl)pyrimidin-4-yl)-1H-imidazole-4-carbaldehyde